decanoic acid Sodium decanoate C(CCCCCCCCC)(=O)[O-].[Na+].C(CCCCCCCCC)(=O)O